N1=C(C=CC=C1)SSCCC(=O)O 3-(pyridin-2-yl-disulfanyl)propionic acid